BrC1=CC=CC2=C1N(C(=N2)CCN2[C@@H](COCC2)C(=O)OC)C methyl (3S)-4-[2-(7-bromo-1-methyl-benzimidazol-2-yl)ethyl]morpholine-3-carboxylate